2,2,2-trifluoro-1-(2,4-dimethylphenyl)ethanone O-(2-naphthylsulfonyl)oxime C1=C(C=CC2=CC=CC=C12)S(=O)(=O)ON=C(C(F)(F)F)C1=C(C=C(C=C1)C)C